methyl 2-(4-bromo-2-nitrophenyl)furan-3-carboxylate BrC1=CC(=C(C=C1)C=1OC=CC1C(=O)OC)[N+](=O)[O-]